OC(C(=O)OCO)(C)C hydroxymethyl 2-hydroxy-2-methylpropionate